methyl 5-bromo-6-hydroxy-4-methylpyridinecarboxylate BrC=1C(=CC(=NC1O)C(=O)OC)C